2-(methoxycarbonyl)-4-(4-(1-methyl-1H-pyrazol-4-yl)phenoxy)thieno[2,3-c]pyridine 6-oxide COC(=O)C1=CC=2C(=C[N+](=CC2OC2=CC=C(C=C2)C=2C=NN(C2)C)[O-])S1